ClCN1C(=C(C=CC1=O)N1CN(C2=C(C1=O)C=C(C=N2)C(F)(F)F)C2=C(C=C(C=C2)OC(F)(F)F)C)C 3-(1-(chloromethyl)-2-methyl-6-oxo-1,6-dihydropyridin-3-yl)-1-(2-methyl-4-(trifluoromethoxy)phenyl)-6-(trifluoromethyl)-2,3-dihydropyrido[2,3-d]pyrimidin-4(1H)-one